4,7-difluoro-1,3-dihydroindol-2-one FC1=C2CC(NC2=C(C=C1)F)=O